(4-bromophenyl)-6-(cyclopropylmethoxy)-2'-oxospiro[indoline-2,3'-pyrrolidine]-1-carboxylic acid tert-butyl ester C(C)(C)(C)OC(=O)N1C2=CC(=CC=C2CC12C(N(CC2)C2=CC=C(C=C2)Br)=O)OCC2CC2